(S)-3-(isoquinolin-4-yl)-1-(2-methylpyridin-3-yl)-2-oxoimidazoline-4-carbonitrile C1=NC=C(C2=CC=CC=C12)N1C(N(C[C@H]1C#N)C=1C(=NC=CC1)C)=O